tert-Butyl 3,4-dichloro-7-oxo-10-(1-tetrahydropyran-2-ylpyrazol-4-yl)-8,9-dihydro-6H-pyrido[1,2-a]indole-6-carboxylate ClC1=CC=C2C(=C3N(C2=C1Cl)C(C(CC3)=O)C(=O)OC(C)(C)C)C=3C=NN(C3)C3OCCCC3